BrC1=CC(=C(C=C1)C1=CC=C(C=C1)Cl)C(C1CCN(CC1)C1=CC=C(C(=O)OC(C)(C)C)C=C1)O tert-butyl 4-(4-((4-bromo-4'-chloro-[1,1'-biphenyl]-2-yl)(hydroxy)methyl)piperidin-1-yl)benzoate